FC1=CC(=CC2=CN(N=C12)C)C=1SC2=C(N1)SC(=C2)C2C(CN(CC2)C(=O)OC(C)(C)C)O Tert-butyl 4-[2-(7-fluoro-2-methylindazol-5-yl)thieno[2,3-d][1,3]thiazol-5-yl]-3-hydroxypiperidine-1-carboxylate